COC(=O)C1=CC(=C2C(=N1)C(CO2)(C)C)CNC2(CC2)C.CC2=CC(OC1=C(C(=CC=C21)O)C(C)O)=O 4-methyl-7-hydroxy-8-(1-hydroxyethyl)coumarin methyl-3,3-dimethyl-7-(((1-methylcyclopropyl)amino)methyl)-2,3-dihydrofuro[3,2-b]pyridine-5-carboxylate